2,2,2-trifluoroethyl 2-[methyl-[1-[5-(trifluoromethyl)-2-pyridyl]propyl]amino]-2-oxo-acetate CN(C(C(=O)OCC(F)(F)F)=O)C(CC)C1=NC=C(C=C1)C(F)(F)F